(R)-7-(1H-pyrazol-4-yl)-N-(pyrrolidin-3-yl)-[1,2,4]triazolo[1,5-a]pyridin-2-amine N1N=CC(=C1)C1=CC=2N(C=C1)N=C(N2)N[C@H]2CNCC2